(E)-7-(4-((5-((2-chlorobenzylidene)amino)-2-thioxo-1,3,4-thiadiazol-3(2H)-yl)methyl)piperazin-1-yl)-1-cyclopropyl-6-fluoro-4-oxo-1,4-dihydroquinoline-3-carboxylic acid ClC1=C(\C=N\C2=NN(C(S2)=S)CN2CCN(CC2)C2=C(C=C3C(C(=CN(C3=C2)C2CC2)C(=O)O)=O)F)C=CC=C1